copper disodium ethylenediamine tetraacetate C(C)(=O)ON(CCN(OC(C)=O)OC(C)=O)OC(C)=O.[Na].[Na].[Cu]